N-(2-(2,6-dioxopiperidin-3-yl)-6-iodo-1-oxoisoindolin-5-yl)benzamide O=C1NC(CCC1N1C(C2=CC(=C(C=C2C1)NC(C1=CC=CC=C1)=O)I)=O)=O